(6-Phenylpyrazolo[1,5-a]pyridin-3-yl)piperazine-1-carboxylic acid tert-butyl ester C(C)(C)(C)OC(=O)N1C(CNCC1)C=1C=NN2C1C=CC(=C2)C2=CC=CC=C2